C1(=CC(=CC=C1)C[C@@H]1N(CC2(CC2)[C@@H]1NS(=O)(=O)CCC)C(=O)[C@@H]1OCC1)C1=CC=CC=C1 N-((6S,7S)-6-([1,1'-biphenyl]-3-ylmethyl)-5-((R)-oxetane-2-carbonyl)-5-azaspiro[2.4]heptan-7-yl)propane-1-sulfonamide